4-((3-chloro-4-fluorophenyl)amino)-7-fluoro-N-hydroxy-1H-indole ClC=1C=C(C=CC1F)NC1=C2C=CN(C2=C(C=C1)F)O